O(C1=CC=CC=C1)CCO L-2-phenoxyethanol